1-((2s,5r)-5-(4,6-dichloropyrimidin-2-yl)-2-methylpiperidin-1-yl)ethan-1-one 4-nitrophenyl-(3-chloro-4-fluorophenyl)carbamate [N+](=O)([O-])C1=CC=C(C=C1)N(C(O)=O)C1=CC(=C(C=C1)F)Cl.ClC1=NC(=NC(=C1)Cl)[C@@H]1CC[C@@H](N(C1)C(C)=O)C